1-[({1-[5-(difluoromethyl)(1,3,4-thiadiazol-2-yl)]-4-(4-hydroxypiperidyl)-1H-indazol-6-yl}sulfonyl)amino]cyclopropanecarbonitrile FC(C1=NN=C(S1)N1N=CC2=C(C=C(C=C12)S(=O)(=O)NC1(CC1)C#N)N1CCC(CC1)O)F